(2S)-1-[2-[(3R)-3-[(6-fluoro-4-quinolyl)amino]pyrrolidin-1-yl]acetyl]pyrrolidine-2-carbonitrile FC=1C=C2C(=CC=NC2=CC1)N[C@H]1CN(CC1)CC(=O)N1[C@@H](CCC1)C#N